N1=CC(=CC2=CC=CN=C12)C=1C=CN2N=C(N=CC21)NC2CC(C2)(O)C 3-((5-(1,8-naphthyridin-3-yl)pyrrolo[2,1-f][1,2,4]triazin-2-yl)amino)-1-methylcyclobutane-1-ol